FC1(CCC2=CC=C(C(=C12)OC)C=1C=C2C(=CN1)NN=C2C=2C=NN(C2)C)N fluoro-7-methoxy-6-(3-(1-methyl-1H-pyrazol-4-yl)-1H-pyrazolo[3,4-c]pyridin-5-yl)-2,3-dihydro-1H-inden-1-amine